ClC=1C=C(C=C(C1)Cl)C1=NC(=CC(=C1)CN1CCC(CC1)CC(=O)O)N(C=1C=NC(=NC1)N1CCN(CC1)C)C(C)C 2-(1-((2-(3,5-dichlorophenyl)-6-(isopropyl(2-(4-methylpiperazin-1-yl)pyrimidin-5-yl)amino)pyridin-4-yl)methyl)piperidin-4-yl)acetic acid